isopropenyl-boronic acid C(=C)(C)B(O)O